CC1=C(C=NC=C1)CNC(C1=CC=C(C=C1)OC(F)(F)F)=O N-[(4-methylpyridin-3-yl)methyl]-4-(trifluoromethoxy)benzamide